(3S)-N-tert-butyl-4-{3-fluoro-4-[5-(trifluoromethyl)-1,2,4-oxadiazol-3-yl]phenyl}-N-methyl-5-oxomorpholine-3-carboxamide C(C)(C)(C)N(C(=O)[C@H]1N(C(COC1)=O)C1=CC(=C(C=C1)C1=NOC(=N1)C(F)(F)F)F)C